FC1=C(C(=O)O)C=C(C(=C1Cl)F)F 2,4,5-trifluoro-3-chlorobenzoic acid